2,2'-(4-((6-carboxypyridin-2-yl)methyl)-10-((6-chloropyridin-2-yl)methyl)-1,4,7,10-tetraazacyclododecane-1,7-diyl)diacetic acid C(=O)(O)C1=CC=CC(=N1)CN1CCN(CCN(CCN(CC1)CC(=O)O)CC1=NC(=CC=C1)Cl)CC(=O)O